NC([C@H]([C@@H](C)O)NC(=O)C1=C(OC2=C1C=C(C=C2)OCC2=C(C=NN2C)F)C)=O N-((2S,3R)-1-amino-3-hydroxy-1-oxobutan-2-yl)-5-((4-fluoro-1-methyl-1H-pyrazol-5-yl)methoxy)-2-methylbenzofuran-3-carboxamide